((1s,3s)-3-hydroxy-3-methylcyclobutyl)(2-(3-isopropylphenyl)-6-azaspiro[3.4]oct-6-yl)methanone OC1(CC(C1)C(=O)N1CC2(CC(C2)C2=CC(=CC=C2)C(C)C)CC1)C